CC1CC(CNC1)O 5-methylpiperidin-3-ol